sodium thiosulfinate S(=S)[O-].[Na+]